F[C@@H]1[C@@H]2CCC[C@H](C[C@H]1OC1=CN=C(N=N1)C=1C=C3C=CN=CC3=CC1O)N2 6-(6-(((1S,2R,3R,5R)-2-fluoro-9-azabicyclo[3.3.1]nonan-3-yl)oxy)-1,2,4-triazin-3-yl)isoquinolin-7-ol